O=C1NC(CCC1N1C(N(C2=C1C=CC=C2[C@@H]2[C@H](CN(CC2)C(=O)OC(C)(C)C)O)C)=O)=O Tert-butyl (3R,4R)-4-[1-(2,6-dioxo-3-piperidyl)-3-methyl-2-oxo-benzimidazol-4-yl]-3-hydroxy-piperidine-1-carboxylate